O=S1(C2=C(C=C1)C=CC=C2C2=CC=C(CNC(=O)NC=1N=C(SC1)C#C)C=C2)=O 1-(4-(1,1-dioxobenzo[b]thiophen-7-yl)benzyl)-3-(2-ethynyl-thiazol-4-yl)urea